2-oxoethyl-carbamic acid O=CCNC(O)=O